(3-{4-Aminopyrido[3,2-C]pyridazin-7-yl}-4-methoxyphenyl)boronic acid NC=1C2=C(N=NC1)C=C(C=N2)C=2C=C(C=CC2OC)B(O)O